N1(CCNCC1)C1=CC=C(C=C1)C1(NC(=NC2=CC=CC=C12)N)C(F)(F)F 4-(4-(piperazin-1-yl)phenyl)-4-trifluoromethylquinazolin-2-amine